CC1S(OC=CCC1)(=O)=O 3-methyl-4,5-dihydro-3H-oxathiepine 2,2-dioxide